N-{(R)-4-[(3R,4R,5S)-3-amino-4-hydroxy-5-methylpiperidin-1-yl]-7-hydroxy-6,7-dihydro-5H-cyclopenta[b]pyridin-3-yl}-6-(2,6-difluorophenyl)-5-fluoropyridinecarboxamide maleate C(\C=C/C(=O)O)(=O)O.N[C@@H]1CN(C[C@@H]([C@H]1O)C)C1=C2C(=NC=C1NC(=O)C1=NC(=C(C=C1)F)C1=C(C=CC=C1F)F)[C@@H](CC2)O